F/C=C(\CNC(OC(C)(C)C)=O)/COC1=CC2=C(N=C(O2)N2CC(C2)C)C=C1 tert-butyl (E)-(3-fluoro-2-(((2-(3-methylazetidin-1-yl)benzo[d]oxazol-6-yl)oxy)methyl)allyl)carbamate